5-bromo-1,2,6-trimethyl-4-oxo-1,4-dihydropyridine-3-carboxylic acid ethyl ester C(C)OC(=O)C1=C(N(C(=C(C1=O)Br)C)C)C